3-(4-(9H-carbazol-9-yl)phenyl)-9,9-dimethyl-9H-fluoren-2-amine C1=CC=CC=2C3=CC=CC=C3N(C12)C1=CC=C(C=C1)C=1C(=CC=2C(C3=CC=CC=C3C2C1)(C)C)N